BrC=1C(=C(C(=O)OC)C=C(C1)CO)OC Methyl 3-bromo-5-(hydroxymethyl)-2-methoxybenzoate